C(CCC)N(CC)CC=1C=C(C(=O)NCC(C2=CC=CC=C2)=O)C=CC1 3-((butyl-(ethyl)amino)methyl)-N-(2-oxo-2-phenylethyl)benzamide